C=1N=CN2C1C1=CC=CC=C1C2C2(CNCC2)O 3-(5H-imidazo[5,1-a]isoindol-5-yl)pyrrolidin-3-ol